NCC1(CC1)NC(OC(C)(C)C)=O tert-butyl N-[1-(aminomethyl)cyclopropyl]carbamate